C(#N)CN1CCC(CC1)C#CC1=CC2=C(OC[C@@H](C(N2C)=O)NC(C(=O)NCCC2=CC=CC=C2)=O)C=C1 (S)-N1-(7-((1-(cyanomethyl)piperidin-4-yl)ethynyl)-5-methyl-4-oxo-2,3,4,5-tetrahydrobenzo[b][1,4]oxazepin-3-yl)-N2-phenethyloxalamide